2,4,7,8,9-penta-O-acetyl-3,5-dideoxy-3-fluoro-D-glycero-β-galacto-non-2-ulopyranosonate C(C)(=O)O[C@@]1(C(=O)[O-])[C@@H]([C@@H](OC(C)=O)C[C@@H](O1)[C@H](OC(C)=O)[C@H](OC(C)=O)COC(C)=O)F